O[C@@H]1C[C@H](N(C1)C([C@H](C(C)C)NC([O-])=O)=O)C(NCC1=CC=C(C=C1)C1=C(N=CS1)C)=O ((S)-1-((2S,4R)-4-hydroxy-2-((4-(4-methylthiazol-5-yl)benzyl)carbamoyl)pyrrolidin-1-yl)-3-methyl-1-oxobutan-2-yl)carbamate